Cl.Cl.CN(CC(=O)N1CCNCC1)C 2-(dimethylamino)-1-(piperazin-1-yl)ethanone dihydrochloride